N,N-diethyl-3-ethylbenzamide 3-cyclopropylpropyl-methanesulfonate C1(CC1)CCCCS(=O)(=O)O.C(C)N(C(C1=CC(=CC=C1)CC)=O)CC